3-dibromomethyl-oxetane BrC(C1COC1)Br